4-Chloro-6-[2-[4-[[4-(hydroxymethyl)-1-piperidyl]methyl]phenyl]ethynyl]-1-oxo-isoindolin-2-yl-2-(6,7-dihydro-5H-pyrrolo[1,2-c]imidazol-1-yl)-N-thiazol-2-yl-acetamide ClC1=C2CN(C(C2=CC(=C1)C#CC1=CC=C(C=C1)CN1CCC(CC1)CO)=O)C(C(=O)NC=1SC=CN1)C1=C2N(C=N1)CCC2